BrC=1C=C2C=C(C(=NC2=CC1)OC)C(C(CCN(C)C)(O)C1=CC(=NC(=C1)OC)OC)C1=CC(=CC=C1)F 1-(6-bromo-2-methoxyquinolin-3-yl)-2-(2,6-dimethoxypyridin-4-yl)-4-(dimethylamino)-1-(3-fluorophenyl)butan-2-ol